N1C[C@H](CCC1)NC1=NC=C(C(=N1)C1=NNC=N1)C(F)(F)F N-[(3S)-piperidin-3-yl]-4-(1H-1,2,4-triazol-3-yl)-5-(trifluoromethyl)pyrimidin-2-amine